N[C@@](CN1CC(C1)OC1=CC=C(C(=C1C(=O)O)O)[C@]1(C)CB1)(C(=O)NCC(=O)N)C 6-[(1-{(2S)-2-amino-3-[(2-amino-2-oxoethyl)amino]-2-methyl-3-oxopropyl}azetidin-3-yl)oxy]-3-[(1S,2R)-2-boranopropyl]-2-hydroxybenzoic acid